N-[(2S)-1-({(1S)-1-cyano-2-[(3S)-2-oxopyrrolidin-3-yl]ethyl}amino)-4,4-dimethyl-1-oxopentan-2-yl]-7-(trifluoromethyl)-1H-indole-2-carboxamide C(#N)[C@H](C[C@H]1C(NCC1)=O)NC([C@H](CC(C)(C)C)NC(=O)C=1NC2=C(C=CC=C2C1)C(F)(F)F)=O